(4-((3-(phenylseleno) prop-1-ene-1-yl) oxy) benzyl) carbonate C(OCC1=CC=C(C=C1)OC=CC[Se]C1=CC=CC=C1)([O-])=O